FC(OCC1=C(CN(CC1)CC1=CC=C(C=C1)C(F)(F)F)C1=CC=C(C#N)C=C1)F 4-(4-((difluoromethoxy)methyl)-1-(4-(trifluoromethyl)benzyl)-1,2,5,6-tetrahydropyridin-3-yl)benzonitrile